(diphenyltriazinyl)(biphenylyl)dibenzoselenophene C1(=CC=CC=C1)C1=C(C(=NN=N1)C1=C(C2=C([Se]C3=C2C=CC=C3)C=C1)C1=C(C=CC=C1)C1=CC=CC=C1)C1=CC=CC=C1